C(C1=C(C(=CC(=C1)CCCCCCCCC)C(C1=CC=CC=C1)C)O)C1=C(C(=CC(=C1)CCCCCCCCC)C(C1=CC=CC=C1)C)O 2,2'-methylene-bis[6-(α-methylbenzyl)-4-nonylphenol]